3,3',5'-tetrabromobisphenol a CC(C)(C1=CC(=C(C(=C1)Br)O)Br)C2=CC(=C(C(=C2)Br)O)Br